Quinolin-4(3H)-one N1=CCC(C2=CC=CC=C12)=O